FC(C=1C=CC=2N(N1)C(=CN2)C2=CC(=NC=N2)N2CC(CCC2)(O)CNS(=O)(=O)C)F N-((1-(6-(6-(Difluoromethyl)imidazo[1,2-b]pyridazin-3-yl)pyrimidin-4-yl)-3-hydroxypiperidin-3-yl)methyl)methanesulfonamide